CC1(OC2=C(C=C1)C=C(C=C2)C=CC(=O)O)C 3-(2,2-Dimethyl-2H-1-benzopyran-6-yl)-2-propenoic acid